ClC1=NN(C=C1C1=NC=CC(=N1)NC=1N=CC2=C(C=CC(=C2C1)C(C)C)N1[C@@H]([C@H](C1)CS(=O)(=O)C)C)C[C@@H]1CCC(N1)=O (S)-5-((3-chloro-4-(4-((5-isopropyl-8-((2R,3S)-2-methyl-3-((methanesulfonyl)methyl)azetidin-1-yl)isoquinolin-3-yl)amino)pyrimidin-2-yl)-1H-pyrazol-1-yl)methyl)pyrrolidin-2-one